1-(5-Methyl-1,3,6,7,8,9-hexahydro-pyrrolo[3,4-c]isoquinolin-2-yl)-2-[1-(5-trifluoromethyl-pyrimidin-2-yl)-azetidin-3-yl]-ethanone CC1=NC2=C(C=3CCCCC13)CN(C2)C(CC2CN(C2)C2=NC=C(C=N2)C(F)(F)F)=O